CN(C=C(\C=[NH+]\C)CNC1=NC=CC=C1)C (E)-N-(3-(dimethylamino)-2-((pyridin-2-ylamino)methyl)allylidene)-N-methyl-ammonium